1-{[6-bromo-2-(difluoromethyl)pyridin-3-yl]oxy}-2,4-dimethylpentan-2-amine BrC1=CC=C(C(=N1)C(F)F)OCC(CC(C)C)(N)C